C(C)(C)(C)OC(=O)N1CC(C(CC1)OC=1C(=CC2=C(N=C(S2)C#N)C1)F)(C)C.OC1=CC=C(C=C1)C(C)(C1=CC=C(C=C1)O)C1=CC=C(C=C1)O 1,1,1-Tris(4-hydroxyphenyl)ethane tert-butyl-4-[(2-cyano-6-fluoro-1,3-benzothiazol-5-yl)oxy]-3,3-dimethyl-piperidine-1-carboxylate